O=C1N(CCC(N1)=O)C1=C(C=C(C=C1F)N1CCN(CC1)CCC1CCC(CC1)N1N=C2C=C(C(=CC2=C1)C(=O)NC1=CN=C2N1N=CC=C2)OC)F 2-((1r,4r)-4-(2-(4-(4-(2,4-dioxotetrahydropyrimidin-1(2H)-yl)-3,5-difluorophenyl)piperazin-1-yl)ethyl)cyclohexyl)-N-(imidazo[1,2-b]pyridazin-3-yl)-6-methoxy-2H-indazole-5-carboxamide